BrC1=CC2=CN(N=C2C(=C1)C)C 5-bromo-2,7-dimethyl-indazole